(-)-1-(3-(aminomethyl)phenyl)-N-(5-(3-cyclopropyl-1-hydroxy-1-(pyridin-3-yl)propyl)-2-fluorophenyl)-3-(trifluoromethyl)-1H-pyrazole-5-carboxamide NCC=1C=C(C=CC1)N1N=C(C=C1C(=O)NC1=C(C=CC(=C1)C(CCC1CC1)(C=1C=NC=CC1)O)F)C(F)(F)F